C(CCCC)NC1=CC=C(C=2C(C3=CC=CC=C3C(C12)=O)=O)NCCCCC 1,4-bis(pentylamino)anthraquinone